NC(C(=O)N)CCSC 2-amino-4-(methylthio)-butyramide